(S)-6-(((6-methylpyridin-3-yl)(1-(1-(trifluoromethyl)cyclopropyl)-1H-1,2,3-triazol-4-yl)methyl)amino)-4-(neopentylamino)quinoline-3,8-dicarbonitrile CC1=CC=C(C=N1)[C@@H](C=1N=NN(C1)C1(CC1)C(F)(F)F)NC=1C=C2C(=C(C=NC2=C(C1)C#N)C#N)NCC(C)(C)C